N-cyclopropylmethylsulfonamide C1(CC1)CNS(=O)=O